N1C=NC2=C1C=CC(=C2)N2C([C@@H]([C@@H]2C2=C(C=C(C=C2F)OCCC(F)F)F)C)=O (3R,4R)-1-(1H-benzo[d]imidazol-5-yl)-4-(4-(3,3-difluoropropoxy)-2,6-difluorophenyl)-3-methylazetidin-2-one